ClC=1C(=NC(=NC1)N1C[C@@H](CCC1)CN(C)C)NC1=CC=2C3=C(C(N(C2C=C1)C)=O)OCC([C@@H](N3)C3CC3)(F)F (S)-10-((5-Chloro-2-((S)-3-((dimethylamino)methyl)piperidin-1-yl)pyrimidin-4-yl)amino)-2-cyclopropyl-3,3-difluoro-7-methyl-1,2,3,4-tetrahydro-[1,4]oxazepino[2,3-c]chinolin-6(7H)-on